hexyl (R)-(4-amino-1-(oxazol-2-yl)-1,4-dioxobutan-2-yl)carbamate NC(C[C@H](C(=O)C=1OC=CN1)NC(OCCCCCC)=O)=O